diethylsilyl-bis(butylindenyl)zirconium dibromide [Br-].[Br-].C(C)[SiH](CC)[Zr+2](C1C(=CC2=CC=CC=C12)CCCC)C1C(=CC2=CC=CC=C12)CCCC